N-((2-(2,6-dioxopiperidin-3-yl)-1-oxoisoindolin-5-yl)methyl)-2-oxo-2-(pyridin-4-yl)-acetamide O=C1NC(CCC1N1C(C2=CC=C(C=C2C1)CNC(C(C1=CC=NC=C1)=O)=O)=O)=O